OC1=CC=C(C=C2C(N(C(S2)=NN=C2C(NC3=CC=C(C=C23)Cl)=O)C2=C(C=CC=C2)Cl)=O)C=C1 3-(2-(5-(4-hydroxybenzylidene)-3-(2-chlorophenyl)-4-oxothiazolidin-2-ylidene)hydrazono)-5-chloro-1H-indol-2-one